(S)- and (R)-4-(2-((2-(6-(1-Methyl-1H-imidazol-4-yl)-1H-indol-3-yl)-2-oxo-1-phenylethyl)amino)ethyl)benzamide CN1C=NC(=C1)C1=CC=C2C(=CNC2=C1)C([C@H](C1=CC=CC=C1)NCCC1=CC=C(C(=O)N)C=C1)=O |r|